5,10,15,20-tetra(nitro)phenyl-porphyrin [N+](=O)([O-])C=1C=CC=C(C1)C1=C2NC(=C1)C=C1C=CC(=N1)C(=C1C=CC(N1)=C(C=1C=CC(N1)=C2[N+](=O)[O-])[N+](=O)[O-])[N+](=O)[O-]